4,5-dihydropyrroloquinoxaline N1=CCNC=2CC=C3C(C12)=CC=N3